(S)-4-(6-Amino-4-methoxy-pyridin-3-yl)-2-hydroxymethyl-piperazine NC1=CC(=C(C=N1)N1C[C@H](NCC1)CO)OC